NC=1N=C2NC=C(N=C2C(N1)=O)CN(C(C(F)(F)F)=O)C1=CC=C(C(=O)O)C=C1 4-(N-((2-amino-4-oxo-4,8-dihydropteridin-6-yl)methyl)-2,2,2-trifluoroacetamido)benzoic acid